4-[4-fluoro-6-methoxy-5-(2-trimethylsilylethoxymethoxy) benzothiophen-2-yl]-4-oxo-butanoate FC1=C(C(=CC2=C1C=C(S2)C(CCC(=O)[O-])=O)OC)OCOCC[Si](C)(C)C